C1([C@@H](O)[C@H](O)[C@H](O)[C@@H](O1)C)[N] L-fucosyl-nitrogen